BrCC=1C=C(C(=C(C1)OC)C1=CCCC1)OC 5-(bromomethyl)-2-(cyclopent-1-en-1-yl)-1,3-dimethoxybenzene